C(C1=CC=CC=C1)C=1C=2N(C=C(N1)C1=C(C=CC(=C1)O[Si](C)(C)C(C)(C)C)F)C(/C(/N2)=C/C=2OC=CC2)=O (Z)-8-benzyl-6-(5-((tert-butyldimethylsilyl)oxy)-2-fluorophenyl)-2-(furan-2-ylmethylene)imidazo[1,2-a]Pyrazin-3(2H)-one